8-(dimethylamino)-8-phenyl-3-(2-(trifluoromethyl)pyrimidin-5-yl)-1-(3,3,3-trifluoropropyl)-1,3-diazaspiro[4.5]decan-2-one CN(C1(CCC2(CN(C(N2CCC(F)(F)F)=O)C=2C=NC(=NC2)C(F)(F)F)CC1)C1=CC=CC=C1)C